C1(CCC1)NC=1C2=C(N=C(N1)NC1=CC=C(C=3CCOC31)C(=O)N3CCOCC3)NC=C2C#N 4-(cyclobutylamino)-2-((4-(morpholine-4-carbonyl)-2,3-dihydrobenzo-furan-7-yl)amino)-7H-pyrrolo[2,3-d]pyrimidine-5-carbonitrile